C1(CC1)S(=O)(=O)C1=C(C(=C(C=C1CCCCC)O)C1=C(C=CC(=C1)C)C(=C)C)O 3-(cyclopropylsulfonyl)-5'-methyl-4-pentyl-2'-(prop-1-en-2-yl)-[1,1'-biphenyl]-2,6-diol